ClC1=C(C=CC=C1Cl)N1CCN(CC1)CC=1C=C2CN(C(C2=C(C1)F)=O)C1C(NC(CC1)=O)=O 3-(5-((4-(2,3-dichlorophenyl)piperazin-1-yl)methyl)-7-fluoro-1-oxoisoindolin-2-yl)piperidine-2,6-dione